FC=1C=C(C=C2CC[C@@H](C12)N[S@@](=O)C(C)(C)C)NC1=NC(=CC=C1[N+](=O)[O-])N1N=CC=C1 (S)-N-[(1S)-7-fluoro-5-{[3-nitro-6-(pyrazol-1-yl)pyridin-2-yl]amino}-2,3-dihydro-1H-inden-1-yl]-2-methylpropane-2-sulfinamide